NC1=C(SC2=NC(=CC=C21)C)C(=O)NC2CC=1C=CC(=NC1CC2)N2CC(C(C2)OC(COC)(C)C)N 3-amino-N-(2-{3-amino-4-[(1-methoxy-2-methylpropan-2-yl)oxy]pyrrolidin-1-yl}-5,6,7,8-tetrahydroquinolin-6-yl)-6-methylthieno[2,3-b]pyridine-2-carboxamide